1-Methyl-2-(6-trifluoromethoxy-benzothiazol-2-ylamino)-1H-benzoimidazole-5-carboxylic acid [2-(4-hydroxy-phenyl)-ethyl]-amide OC1=CC=C(C=C1)CCNC(=O)C1=CC2=C(N(C(=N2)NC=2SC3=C(N2)C=CC(=C3)OC(F)(F)F)C)C=C1